FC1(CCN(CC1)C(C=C)=O)C#CC1=CC=C(C=C1)C(F)(F)F 1-(4-fluoro-4-((4-(trifluoromethyl)phenyl)ethynyl)piperidin-1-yl)prop-2-en-1-one